N1(CCCC1)C(=O)OC(O)C1=C(C=C(C=C1)F)CO[Si](C)(C)C(C)(C)C (2-(((tert-butyldimethylsilyl) oxy) methyl)-4-fluorophenyl (hydroxy) methyl) pyrrolidine-1-carboxylate